S1C=NC(=C1)CCC=O 3-(thiazol-4-yl)propanal